tert-butyl 11,11-difluoro-8-oxo-3,4,8,9,10,11-hexahydro-1H-pyrido[4',3':3,4]pyrazolo[1,5-a]azepine-2(7H)-carboxylate FC1(C=2N(CC(CC1)=O)N=C1C2CN(CC1)C(=O)OC(C)(C)C)F